C1(CC1)C=1C=C(N)C=C(C1)OC 3-cyclopropyl-5-methoxy-aniline